7-methoxy-1-phenyl-1,2-dihydro-(4H)-3,1-benzoxazine-4-one COC1=CC2=C(C(OCN2C2=CC=CC=C2)=O)C=C1